S1C2=C(C=C1)C(=CC=C2)N2CCN(CC2)CCCCOC2=CC=C1C=CC(N(C1=C2)C(=O)NCCCCCC)=O 7-(4-(4-(benzo[b]thiophen-4-yl)piperazin-1-yl)butoxy)-N-hexyl-2-oxoquinoline-1(2H)-carboxamide